4-Methyl-2-nitro-1-phenoxybenzene CC1=CC(=C(C=C1)OC1=CC=CC=C1)[N+](=O)[O-]